4-(3-chloro-4-methoxyphenoxy)-3-cyano-7-ethoxy-2-ethylquinolin ClC=1C=C(OC2=C(C(=NC3=CC(=CC=C23)OCC)CC)C#N)C=CC1OC